NC1=C(C(=NC(=N1)N1C2CC(CC1CC2)CN)C(=O)N)C2=C(C(=CC=C2)Cl)Cl 6-amino-2-[3-(aminomethyl)-8-azabicyclo[3.2.1]octan-8-yl]-5-(2,3-dichlorophenyl)-pyrimidine-4-carboxamide